3-(((7-(1H-Pyrazol-4-yl)-2,3-dihydrofuro[3,2-c]pyridin-4-yl)amino)methyl)-N-(1-phenethylpiperidin-4-yl)benzamid N1N=CC(=C1)C=1C2=C(C(=NC1)NCC=1C=C(C(=O)NC3CCN(CC3)CCC3=CC=CC=C3)C=CC1)CCO2